ClC=1C(N(C(=CC1OCC1=NC=C(C=C1F)F)C)C1=CC(=NC=C1C)C1=NC(=NC=C1)N1CCCC1)=O 3-chloro-4-((3,5-difluoropyridin-2-yl)methoxy)-5',6-dimethyl-2'-(2-(pyrrolidin-1-yl)pyrimidin-4-yl)-2H-[1,4'-bipyridin]-2-one